N1(CCOCC1)CC(C)N1N=CC2=CC=CC=C12 1-[1-(morpholin-4-yl)propan-2-yl]-1H-indazole